ClC1=C(C2=C(NC(O[C@@]23CN(CCC3)C(=O)C=3C=NN(C3)CC3=CC=C(C=C3)C3=CNC(O3)=O)=O)C=C1)F (R)-6-Chloro-5-fluoro-1'-(1-(4-(2-oxo-2,3-dihydrooxazol-5-yl)benzyl)-1H-pyrazole-4-carbonyl)spiro[benzo[d][1,3]oxazine-4,3'-piperidin]-2(1H)-one